FC1=CC(=CC2=C1N=C(S2)NC(=O)N2CC(CCC2)C(=O)O)F 1-[(4,6-difluoro-1,3-benzothiazol-2-yl)carbamoyl]piperidine-3-carboxylic acid